OCCC(N)(CCO)CCO tri(2-hydroxyethyl)methylamine